(S)-2-((benzyloxy)methyl)-1-(2-methylbutan-3-yn-2-yl)pyrrolidine C(C1=CC=CC=C1)OC[C@H]1N(CCC1)C(C)(C#C)C